FC(C(C(C(C(C(C(C(F)(F)F)(F)F)(F)F)(F)F)(F)F)(F)F)(F)F)(S(=O)(=O)ON1C(C2=CC=CC=3C2=C(C1=O)C=CC3)=O)F 1,3-dioxo-1H-benzo[de]isoquinolin-2(3H)-yl perfluoro-n-octanesulfonate